CC(C)(C=CC(C)(OOC(C)(C)C)C)OOC(C)(C)C 2,5-Dimethyl-2,5-di(t-butylperoxy)-3-hexene